5-Ethoxycarbonyl-N4-(3-[(1,1-dimethylethyl)sulfonamido]phenyl)-N2-[4-(4-methylpiperazin-1-yl)phenyl]pyrimidine-2,4-diamine C(C)OC(=O)C=1C(=NC(=NC1)NC1=CC=C(C=C1)N1CCN(CC1)C)NC1=CC(=CC=C1)NS(=O)(=O)C(C)(C)C